C(CCCCC(C)C)(=O)[O-].[Ga+3].C1(=CC=CC=C1)CC(C)NC=O.C(CCCCC(C)C)(=O)[O-].C(CCCCC(C)C)(=O)[O-] N-(1-phenylpropane-2-yl)formamide Gallium isooctanoate